C1C(CC2=CC=CC=C12)NC1=NC=C(C=N1)C1=C(N=C(S1)NC(=O)[C@@H]1CC2=C(NN=N2)CC1)C (S)-N-(5-(2-((2,3-dihydro-1H-inden-2-yl)amino)pyrimidin-5-yl)-4-methylthiazol-2-yl)-4,5,6,7-tetrahydro-1H-benzo[d][1,2,3]triazole-5-carboxamide